FC1=C(C=C(C=C1)F)C1=NC=NC(=C1NC(=O)C=1C=NC(=NC1)OC(C)C)[C@@H]1OCC(CC1)(F)F |r| rac-N-(4-(2,5-difluorophenyl)-6-(5,5-difluorotetrahydro-2H-pyran-2-yl)pyrimidin-5-yl)-2-isopropoxypyrimidine-5-carboxamide